ethyl 4-((4-chlorophenyl) sulfonamido)-1-methyl-5-(tetrahydro-2H-pyran-4-yl)-1H-pyrazole-3-carboxylate ClC1=CC=C(C=C1)S(=O)(=O)NC=1C(=NN(C1C1CCOCC1)C)C(=O)OCC